Methyl 3-(bromomethyl)-4-chlorobenzoate BrCC=1C=C(C(=O)OC)C=CC1Cl